2-(Piperazin-1-ylmethyl)phenol N1(CCNCC1)CC1=C(C=CC=C1)O